methyl-4-(5-methoxy-2-nitrophenyl)-3-oxobutyrate COC(CC(CC1=C(C=CC(=C1)OC)[N+](=O)[O-])=O)=O